C(C)(C)(C)C1=CC=C(C=C1)[C@H](C)NC(=O)C=1C=C2C(=C(N(C2=CC1)CC=1C=CC(=C(O[C@H](C(=O)OC)C)C1)Cl)C)C (S)-Methyl 2-(5-((5-(((S)-1-(4-(tert-butyl)phenyl)ethyl)carbamoyl)-2,3-dimethyl-1H-indol-1-yl)methyl)-2-chlorophenoxy)propanoate